N[C@@H]1[C@H](CCC1)NC(=O)C1=CN(CCS1)C1=C2C(=NC=C1)NC=C2C N-((1S,2S)-2-aminocyclopentyl)-4-(3-methyl-1H-pyrrolo[2,3-b]pyridin-4-yl)-3,4-dihydro-2H-1,4-thiazine-6-carboxamide